2-((6-((5-chloro-2-(piperazin-1-yl)pyridin-4-yl)amino)-1-methyl-2-oxo-1,2-dihydro-1,8-naphthyridin-3-yl)oxy)-N-methylacetamide ClC=1C(=CC(=NC1)N1CCNCC1)NC=1C=C2C=C(C(N(C2=NC1)C)=O)OCC(=O)NC